O=C(CC#N)N1CC(CCC1)N1C(=CC=2C1=C1C(=NC2)NC=C1)C1=NC=CC=C1 3-oxo-3-(3-(2-(pyridin-2-yl)dipyrrolo[2,3-b:2',3'-d]pyridin-1(6H)-yl)piperidin-1-yl)propionitrile